CCCN1CC(C(C1)C1=C(C=CC=C1)F)C(=O)O beta-methyl-ethyl-4-(2-fluoro-phenyl)-pyrrolidine-3-carboxylic acid